racemic-2-(5-(5-phenyl-4-(pyridin-2-ylmethylamino)quinazolin-2-yl)pyridin-3-yl)propanoic acid C1(=CC=CC=C1)C1=C2C(=NC(=NC2=CC=C1)C=1C=C(C=NC1)[C@H](C(=O)O)C)NCC1=NC=CC=C1 |r|